CC=1C(=CC2=C(N(C(N2)=O)[C@H]2CN(CCC2)CC#N)C1)C=1C=C(C=2N(C1)N=CN2)C (R)-2-(3-(6-Methyl-5-(8-methyl-[1,2,4]triazolo[1,5-a]pyridin-6-yl)-2-oxo-2,3-dihydro-1H-benzo[d]imidazol-1-yl)piperidin-1-yl)acetonitril